N-((3S,4S)-1,3-dimethylpiperidin-4-yl)-1-(2-methylbenzyl)cyclopropane-1-carboxamide CN1C[C@@H]([C@H](CC1)NC(=O)C1(CC1)CC1=C(C=CC=C1)C)C